3-(o-tolyloxy)benzaldehyde C1(=C(C=CC=C1)OC=1C=C(C=O)C=CC1)C